2,5-dihydroxy-2,4,6-cycloheptatrien-1-one OC=1C(C=CC(=CC1)O)=O